OC1=CC=C(C=C1)C(C)C=1C2=C(C(N(C1)C)=O)N(C(=C2)I)S(=O)(=O)C2=CC=C(C)C=C2 4-(1-(4-hydroxyphenyl)ethyl)-2-iodo-6-methyl-1-p-toluenesulfonyl-1,6-dihydro-7H-pyrrolo[2,3-c]pyridin-7-one